C(C)(=O)OCC(=O)C1=CC(=C(C=C1)O)O 2-(3,4-dihydroxyphenyl)-2-oxoethyl acetate